tert-Butyl 4-(((6-methoxypyridin-3-yl)thio)methyl)piperidine-1-carboxylate COC1=CC=C(C=N1)SCC1CCN(CC1)C(=O)OC(C)(C)C